C1(=CC=CC=C1)N1N=CC(=C1)S(=O)(=O)NC1=C(N=CS1)C(=O)O 5-[(1-phenyl-1H-pyrazol-4-yl)sulfonylamino]-1,3-thiazole-4-carboxylic acid